5-bromo-6-methyl-3-pyridinecarboxylic acid, methyl ester BrC=1C=C(C=NC1C)C(=O)OC